5-fluoro-3-(6-fluoropyridin-3-yl)-2-(4-(4-methyl-4H-1,2,4-triazol-3-yl)piperidin-1-yl)benzonitrile FC=1C=C(C(=C(C#N)C1)N1CCC(CC1)C1=NN=CN1C)C=1C=NC(=CC1)F